COC1=NC=NC(=C1C1=CC=2C(=CN=C(C2)NC(=O)C2C(C2)(F)F)N1C)OC N-[2-(4,6-dimethoxypyrimidin-5-yl)-1-methylpyrrolo[2,3-c]pyridin-5-yl]-2,2-difluorocyclopropane-1-carboxamide